FC1=C(C=C(C(NO)=N)C=C1)C(F)(F)F 4-fluoro-N-hydroxy-3-(trifluoromethyl)benzimidamide